NC=1C=NC=2CN(CCC2C1)C(=O)OC(C)(C)C tert-Butyl 3-amino-5,8-dihydro-1,7-naphthyridine-7(6H)-carboxylate